NC=1C(=NC(=CN1)C=1C=NN(C1)C1CCN(CC1)C)C=1C=CC(N(N1)C1=CC(=CC(=C1)OC)OC)=O 6-(3-Amino-6-(1-(1-methylpiperidin-4-yl)-1H-pyrazol-4-yl)pyrazin-2-yl)-2-(3,5-dimethoxyphenyl)pyridazin-3(2H)-on